di-tert-butyl 3-bromopropyl-cyclobutane-1,1-dicarboxylate BrCCCC1C(CC1)(C(=O)OC(C)(C)C)C(=O)OC(C)(C)C